COC1=C(C=CC(=C1)OC)CNC=1N=CC2=C(N1)N(C(C(=C2)N2CCNC1=C(C=CC=C21)C)=O)C2=CC=C(C=C2)CN2CCOCC2 2-[(2,4-dimethoxyphenyl)methylamino]-6-(5-methyl-3,4-dihydro-2H-quinoxalin-1-yl)-8-[4-(morpholinomethyl)phenyl]pyrido[2,3-d]pyrimidin-7-one